N1CC(C1)NC(=O)C=1C=C2C(=NC(=NN2C1)N/N=C/C=1C=C(C=CC1)C)N1CCOCC1 N-(azetidin-3-yl)-4-morpholino-2-[(2E)-2-(m-tolylmethylene)hydrazino]pyrrolo[2,1-f][1,2,4]triazine-6-carboxamide